(1-(((tert-butyldimethylsilyl) oxy) methyl) cyclopropyl) methanesulfonate CS(=O)(=O)OC1(CC1)CO[Si](C)(C)C(C)(C)C